lithium-manganese-oxygen salt [O].[Mn].[Li]